C1C(CC2=CC=CC=C12)CN1CCC2(CC1)COC1=C3CN(C(C3=CC=C12)=O)C1C(NC(CC1)=O)=O 3-(1'-((2,3-dihydro-1H-inden-2-yl)methyl)-6-oxo-6,8-dihydro-2H,7H-spiro[furo[2,3-e]isoindole-3,4'-piperidin]-7-yl)piperidine-2,6-dione